C(C(C)C)C1=CC(=NN1C1=CC=C(C=C1)OC(F)(F)F)N1CCNCC1 1-[5-isobutyl-1-[4-(trifluoromethoxy)phenyl]pyrazol-3-yl]piperazine